N1N=CC=2CCCCC12 1,4,5,7-tetrahydroindazole